4-(5-((5,7-dimethyl-1H-indol-4-yl)methyl)-1-methylazepan-4-yl)benzoic acid CC=1C(=C2C=CNC2=C(C1)C)CC1C(CCN(CC1)C)C1=CC=C(C(=O)O)C=C1